(S)-2-amino-N-(2-methoxy-5-(5-(3,4,5-trimethoxyphenyl)isoxazole-4-yl)phenyl)-3-phenylpropanamide hydrochloride Cl.N[C@H](C(=O)NC1=C(C=CC(=C1)C=1C=NOC1C1=CC(=C(C(=C1)OC)OC)OC)OC)CC1=CC=CC=C1